tert-butyl 2-(6-bromo-2-oxo-1,4-dihydroquinazolin-3-yl)acetate BrC=1C=C2CN(C(NC2=CC1)=O)CC(=O)OC(C)(C)C